C(CC(O)(C(=O)O)CC(=O)O)(=O)O.FC1=CC=C(C=C1)NC(=N)NC[C@@]1(CN(CC1)C(C)(C)C=1C=NC(=CC1)C)CCC=1SC(=CC1)F |o1:25| (R or S)-1-(4-fluorophenyl)-3-((3-(2-(5-fluorothiophen-2-yl)ethyl)-1-(2-(6-methylpyridin-3-yl)propan-2-yl)pyrrolidin-3-yl)methyl)guanidine citrate